ClC1=C(C(=CC=C1)F)CN1C(N(N=C1CC1CCCCCC1)CC(F)(F)F)=O 4-[(2-chloro-6-fluorophenyl)methyl]-5-(cycloheptylmethyl)-2-(2,2,2-trifluoroethyl)-2,4-dihydro-3H-1,2,4-triazol-3-one